C(C)N1C2=C(C=C1CO)C(=CS2)C (6-ethyl-3-methyl-6H-thieno[2,3-b]pyrrol-5-yl)methanol